C1(CC1)CC=1N(C(=CC1C=1SC=C(N1)C(=O)O)C1=CC(=CC=C1)N1C(CC(CC1)C(C)(C)O)=O)CC1=CC(=C(C=C1)S(N)(=O)=O)F 2-(2-(cyclopropylmethyl)-1-(3-fluoro-4-sulfamoylbenzyl)-5-(3-(4-(2-hydroxypropan-2-yl)-2-oxopiperidin-1-yl)phenyl)-1H-pyrrol-3-yl)thiazole-4-carboxylic acid